O1C(CCCC1)OCC(C)=O 1-[(oxan-2-yl)oxy]-2-propanone